C(C)OC(CC(C=O)(C)C)=O.CN1CCN(CC1)C(C(=O)N)CC 2-(4-methylpiperazin-1-yl)butanamide ethyl-3,3-dimethyl-4-oxobutanoate